2,4-dichloro-6-(diazomethyl)-1,3,5-triazine ClC1=NC(=NC(=N1)Cl)C=[N+]=[N-]